(4-fluoro-2,6-dimethylphenyl)(3-(4-(2-(3-(fluoromethyl)azetidin-1-yl)ethoxy)phenoxy)-6-hydroxybenzo[b]thiophen-2-yl)methanone FC1=CC(=C(C(=C1)C)C(=O)C1=C(C2=C(S1)C=C(C=C2)O)OC2=CC=C(C=C2)OCCN2CC(C2)CF)C